2-[(E)-3-ethoxy-3-oxo-prop-1-enyl]indoline-1-carboxylic acid tert-butyl ester C(C)(C)(C)OC(=O)N1C(CC2=CC=CC=C12)\C=C\C(=O)OCC